C(C)OC(C(C(C1=C(C=CC=C1)OC)(F)F)O)=O 3,3-difluoro-2-hydroxy-3-(2-methoxyphenyl)propionic acid ethyl ester